N-[5-(4,4,5,5-tetramethyl-1,3,2-dioxaborolan-2-yl)pyrazolo[1,5-a]pyridin-2-yl]cyclopropanecarboxamide CC1(OB(OC1(C)C)C1=CC=2N(C=C1)N=C(C2)NC(=O)C2CC2)C